CC1=CC=C(C=C1)S(=O)(=O)O.N[C@H]1[C@@H](CN(CC1)C(=O)OC(C)(C)C)C1=CC=C(C=C1)C |o1:12,13| tert-butyl (3R*,4R*)-4-amino-3-(4-methylphenyl)piperidine-1-carboxylate p-toluenesulfonate